3-(1H-indol-2-yl)-1-isopropyl-1H-pyrazolo[3,4-d]pyrimidin-4-amine N1C(=CC2=CC=CC=C12)C1=NN(C2=NC=NC(=C21)N)C(C)C